C(C(=C)C)(=O)OCCC[SiH2]C(O[Si](C)(C)C)O[Si](C)(C)C (bis(trimethylsiloxy)methyl)silylpropyl methacrylate